5-([1,1'-biphenyl]-4-yl)-2-(((7-((3,4-dichlorophenyl)amino)-[1,2,4]triazolo[1,5-a]pyrimidin-5-yl)methyl)thio)-6-oxo-1,6-dihydropyrimidine-5-carbonitrile C1(=CC=C(C=C1)C1(C=NC(NC1=O)SCC1=NC=2N(C(=C1)NC1=CC(=C(C=C1)Cl)Cl)N=CN2)C#N)C2=CC=CC=C2